C1OCC12NCCNC2 2-oxa-5,8-diazaspiro[3.5]nonan